[O-]CC.C(C)O[Hf+3].[O-]CC.[O-]CC ethoxyhafnium ethoxide